2-(2-(3,3-difluoropyrrolidin-1-yl)-6-methylpyridin-4-yl)-5-(4-iodo-2-(6-azaspiro[2.5]oct-6-yl)phenyl)-1,3,4-thiadiazole FC1(CN(CC1)C1=NC(=CC(=C1)C=1SC(=NN1)C1=C(C=C(C=C1)I)N1CCC2(CC2)CC1)C)F